[C@H]12COC[C@@H]2C1C(=O)NC1=NC=CC(=C1)C=1C=CC2=C(CCCC[C@@H]2NC(=O)C2=NC(=NO2)C(C)(C)C)C1 N-((S)-2-(2-((1R,5S,6s)-3-oxabicyclo[3.1.0]hexane-6-carboxamido)pyridin-4-yl)-6,7,8,9-tetrahydro-5H-benzo[7]annulen-5-yl)-3-(tert-butyl)-1,2,4-oxadiazole-5-carboxamide